(Z)-2-cyano-3-hydroxy-3-(5-methylisoxazol-4-yl)-N-(4-(trifluoromethyl)phenyl)acrylamide C(#N)/C(/C(=O)NC1=CC=C(C=C1)C(F)(F)F)=C(\C=1C=NOC1C)/O